1-(4-methoxybenzyl)-2-(trifluoromethyl)-1H-imidazole-4-carbonyl chloride COC1=CC=C(CN2C(=NC(=C2)C(=O)Cl)C(F)(F)F)C=C1